COC1=C(C2=CC(=CC=C2C=C1)C=1C=NC=CC1)N(C)CC(C#N)=C 2-({[2-methoxy-7-(pyridin-3-yl)naphthalen-1-yl](methyl)amino}methyl)prop-2-enenitrile